N-(5-hydroxy-pyridin-2-yl)-cyclohexane-carboxamide OC=1C=CC(=NC1)NC(=O)C1CCCCC1